4-allyl-phenol C(C=C)C1=CC=C(C=C1)O